dimethyl-(4'-(trimethylsilyl)-[1,1'-biphenyl]-4-yl)sulfonium triflate [O-]S(=O)(=O)C(F)(F)F.C[S+](C1=CC=C(C=C1)C1=CC=C(C=C1)[Si](C)(C)C)C